tert-butyl (2-(1H-indazol-4-yl)-4-morpholinothieno[3,2-d]pyrimidin-6-yl)methyl(4-(hydroxyamino)-4-oxobutyl)carbamate N1N=CC2=C(C=CC=C12)C=1N=C(C2=C(N1)C=C(S2)CN(C(OC(C)(C)C)=O)CCCC(=O)NO)N2CCOCC2